(M)-6-Chloro-4-[(2S,5R)-2,5-dimethyl-4-prop-2-enoyl-piperazin-1-yl]-1-(2-isopropyl-4-methyl-3-pyridyl)-7-[(2SR)-2-methyl-1-piperidyl]pyrido[2,3-d]pyrimidin-2-one ClC1=CC2=C(N(C(N=C2N2[C@H](CN([C@@H](C2)C)C(C=C)=O)C)=O)C=2C(=NC=CC2C)C(C)C)N=C1N1[C@H](CCCC1)C |&1:35|